N-(1-(5-(3-cyano-6-ethoxypyrazolo[1,5-a]pyridin-4-yl)pyridin-2-yl)-4-(hydroxymethyl)-piperidin-4-yl)-2,5-difluorobenzamide C(#N)C=1C=NN2C1C(=CC(=C2)OCC)C=2C=CC(=NC2)N2CCC(CC2)(CO)NC(C2=C(C=CC(=C2)F)F)=O